2-(3-chloro-5-ethyl-4-(4-hydroxy-3-isopropylbenzyl)phenoxy)acetic acid ClC=1C=C(OCC(=O)O)C=C(C1CC1=CC(=C(C=C1)O)C(C)C)CC